(S)-2,4-dichloro-6-(3-fluorophenyl)-5,6,7,8-tetrahydroquinazoline ClC1=NC=2CC[C@@H](CC2C(=N1)Cl)C1=CC(=CC=C1)F